(2S,4S)-1-((R)-2-(2-Naphthamido)-3-cyclohexylpropanoyl)-N-(4-amino-1-(4-nitrophenyl)-3,4-dioxobutan-2-yl)-4-(5-(2-hydroxypropan-2-yl)-1H-1,2,3-triazol-1-yl)pyrrolidine-2-carboxamide C1=C(C=CC2=CC=CC=C12)C(=O)N[C@@H](C(=O)N1[C@@H](C[C@@H](C1)N1N=NC=C1C(C)(C)O)C(=O)NC(CC1=CC=C(C=C1)[N+](=O)[O-])C(C(=O)N)=O)CC1CCCCC1